Pentamethylcyclopentadienyl-dimethyl-(1-ethyl-1,5,6,7-tetrahydro-s-indacenyl)hafnium CC1=C(C(=C(C1([Hf](C1(C=CC2=CC=3CCCC3C=C12)CC)(C)C)C)C)C)C